[Mg+2].O=C1C(O)=C([O-])[C@H](O1)[C@@H](O)CO.[Mg+2].O=C1C(O)=C([O-])[C@H](O1)[C@@H](O)CO.O=C1C(O)=C([O-])[C@H](O1)[C@@H](O)CO.O=C1C(O)=C([O-])[C@H](O1)[C@@H](O)CO magnesium ascorbate magnesium